C(C)(C)(C)OC(=O)NC(C(=O)OCC)C=1C(=NN(C1)C)F ethyl 2-((tert-butoxycarbonyl)amino)-2-(3-fluoro-1-methyl-1H-pyrazol-4-yl)acetate